NC(C(CCC(=O)OC)C1=C(C=CC2=C1C=C(O2)C#CCNC(=O)OC(C)(C)C)F)=O methyl 5-amino-4-(2-(3-((tert-butoxycarbonyl)amino)prop-1-yn-1-yl)-5-fluorobenzofuran-4-yl)-5-oxopentanoate